6-(3-Fluoro-5-isobutoxyphenyl)-N-(3-pyridylsulfonyl)-2-[(4S)-2,2,4-trimethylpyrrolidin-1-yl]pyridin-3-carboxamid FC=1C=C(C=C(C1)OCC(C)C)C1=CC=C(C(=N1)N1C(C[C@@H](C1)C)(C)C)C(=O)NS(=O)(=O)C=1C=NC=CC1